CC=1N=CN2CCOC3=C(C21)C=CC=C3N 1-Methyl-5,6-dihydrobenzo[f]imidazo[1,5-d][1,4]oxazepin-8-amine